[Cl-].FC1=C(C[Zn+])C=C(C(=C1)F)F 2,4,5-trifluoro-benzyl-zinc chloride